C(CCCCCCCC)[P+](CCCCCCCCC)(CCCCCCCCC)CCCCCCCCC.C([C@@H](C(=O)[O-])N)SSC[C@@H](C(=O)[O-])N.C(CCCCCCCC)[P+](CCCCCCCCC)(CCCCCCCCC)CCCCCCCCC cystine tetranonyl-phosphonium salt